bis[2,2,6,6-tetramethyl-1-(octyloxy) piperidin-4-yl] sebacate C(CCCCCCCCC(=O)OC1CC(N(C(C1)(C)C)OCCCCCCCC)(C)C)(=O)OC1CC(N(C(C1)(C)C)OCCCCCCCC)(C)C